FC1(CCC(CC1)CNC=1C=C(C=CC1)C[C@H](C(=O)O)[C@@H]1CNCC1)F (2S)-3-[3-[[(4,4-Difluorocyclohexyl)methyl]amino]phenyl]-2-[(3R)-pyrrolidin-3-yl]propanoic acid